Z-1,1,1,2,4,4,5,5,5-nonafluoro-2-pentene FC(/C(=C/C(C(F)(F)F)(F)F)/F)(F)F